2-((5-(2-((3x-S,5x-R)-6-(dimethylamino)-5-methoxy-2-methylhexan-3-yl)-2,6-diazaspiro[3.4]oct-6-yl)-1,2,4-triazin-6-yl)oxy)-N-ethyl-5-fluoro-N-isopropylbenzamide fumarate C(\C=C\C(=O)O)(=O)O.CN(CC(CC(C(C)C)N1CC2(C1)CN(CC2)C=2N=CN=NC2OC2=C(C(=O)N(C(C)C)CC)C=C(C=C2)F)OC)C